4-(5-(1-(but-2-ynyl)pyrrolidin-2-yl)pyrrolo[1,2-c]pyrimidin-7-yl)-3-chloro-N-(4-cyclopropylpyridin-2-yl)benzamide C(C#CC)N1C(CCC1)C=1C=C(N2C=NC=CC21)C2=C(C=C(C(=O)NC1=NC=CC(=C1)C1CC1)C=C2)Cl